5-amino-3-tert-butyl-pyrazol-1-carboxylic acid (4-{5-[3-(4-methyl-piperazin-1-yl)-propoxyl]-benzimidazol-1-yl}phenyl)-amide CN1CCN(CC1)CCCOC1=CC2=C(N(C=N2)C2=CC=C(C=C2)NC(=O)N2N=C(C=C2N)C(C)(C)C)C=C1